creatine sodium salt [Na+].O=C([O-])CN(C)C(N)=N